Ethyl (4aS,6R)-1-(4-fluorophenyl)-6-((methylsulfonyl)oxy)-1,4,5,6,7,8-hexahydro-4aH-benzo[f]indazole-4a-carboxylate FC1=CC=C(C=C1)N1N=CC=2C[C@]3(C(=CC12)CC[C@H](C3)OS(=O)(=O)C)C(=O)OCC